acryloyloxybutylhexahydrophthalic acid C(C=C)(=O)OCCCCC1(C(=O)O)C(C(=O)O)CCCC1